9-Bromo-3H-benzo[e]indazole BrC1=CC=CC2=C1C=1C=NNC1C=C2